nonadecadien C=CC=CCCCCCCCCCCCCCCC